CN1N=C(C=C(C1=O)N1CCOCC2(CC2)C1)C1=NNC2=CC=C(C=C12)OC1(CC1)C 2-Methyl-6-(5-(1-methylcyclopropoxy)-1H-indazol-3-yl)-4-(5-oxa-8-azaspiro[2.6]nonan-8-yl)pyridazin-3(2H)-one